4-((2-(4-amino-4-methylpiperidin-1-yl)-1H-imidazo[4,5-b]pyrazin-5-yl)thio)benzoic acid NC1(CCN(CC1)C1=NC=2C(=NC=C(N2)SC2=CC=C(C(=O)O)C=C2)N1)C